(4-fluorophenyl)isothiazole-3-carbonyl chloride FC1=CC=C(C=C1)C=1C(=NSC1)C(=O)Cl